FC(C1=C(CN2C(C3=NN(C(=C3C2)C2=CC(=C(N)C=C2F)F)C2=C(C=CC=C2CC)CC)(C)C)C=CC(=C1)C(F)(F)F)(F)F 4-(5-(2,4-bis(trifluoromethyl)benzyl)-2-(2,6-diethylphenyl)-6,6-dimethyl-2,4,5,6-tetrahydropyrrolo[3,4-c]pyrazol-3-yl)-2,5-difluoroaniline